BrC=1C(=C(OCC[C@@H]2CNCCC2)C=CC1)C (R)-3-(2-(3-bromo-2-methylphenoxy)ethyl)piperidine